C(N)(=O)C1=C(C=CN1)Cl 5-carbamoyl-4-chloro-1H-pyrrole